[Li+].FC1(C2CN(CC12)C1=CC=C(C(=N1)C)CN1N=CC(=C1)C(=O)[O-])F 1-[(6-{6,6-difluoro-3-azabicyclo[3.1.0]hex-3-yl}-2-methylpyridin-3-yl)methyl]-1H-pyrazole-4-carboxylic acid, lithium salt